3-methyl-4-(4-(trifluoromethyl)piperidin-1-yl)aniline CC=1C=C(N)C=CC1N1CCC(CC1)C(F)(F)F